CC=1C=C(N=NC1\N=C\1/SC2=C(N1COCC[Si](C)(C)C)C=CC=C2)N(C=2SC=C(N2)C(=O)O)CCCC#C 2-[[5-methyl-6-[(Z)-[3-(2-trimethylsilyl-ethoxymethyl)-1,3-benzothiazol-2-ylidene]amino]pyridazin-3-yl]-pent-4-ynyl-amino]thiazole-4-carboxylic acid